FC1=C(C=CC(=C1)C)C=1N(C(=CC1C(=O)NCCN1CCOCC1)C1=C2C(=NC=C1)NC=C2)COCC[Si](C)(C)C 2-(2-fluoro-4-methylphenyl)-N-[2-(morpholin-4-yl)ethyl]-5-(1H-pyrrolo[2,3-b]pyridin-4-yl)-1-{[2-(trimethylsilyl)ethoxy]methyl}-1H-pyrrole-3-carboxamide